N-(10-(2-((2-(3-oxa-9-azabicyclo-[3.3.1]nonan-9-yl)-5-fluorobenzo[d]-thiazol-4-yl)oxy)acetamido)decyl)-4-(2,4-dioxotetrahydropyrimidin-1(2H)-yl)benzamide C12COCC(CCC1)N2C=2SC1=C(N2)C(=C(C=C1)F)OCC(=O)NCCCCCCCCCCNC(C1=CC=C(C=C1)N1C(NC(CC1)=O)=O)=O